2,3,5,6-tetrachlorobenzonitrile ClC1=C(C#N)C(=C(C=C1Cl)Cl)Cl